1,3-dimethyl-5-((3,4,5-trimethoxyphenyl)amino)-1,3-dihydro-2H-benzo[d]imidazol-2-one CN1C(N(C2=C1C=CC(=C2)NC2=CC(=C(C(=C2)OC)OC)OC)C)=O